C(C)(C)(C)C1=CC(=CC2=CC=CC=C12)C1=CN=CC=2N=C3N(C4=C(C5=C(C6=C3C=CC=C6)C=CC=C5)C=CC=C4)C21 14-(4-(tert-butyl)naphthalen-2-yl)tribenzo[c,e,g]Pyrido[3',4':4,5]Imidazo[1,2-a]Azocine